methyl (S)-6-(1-(4-fluorophenyl)ethyl)-5-((2-(pyrrolidin-1-yl)ethyl)amino)pyrazine-2-carboxylate FC1=CC=C(C=C1)[C@H](C)C1=C(N=CC(=N1)C(=O)OC)NCCN1CCCC1